L-(+)-mandelate C([C@@H](O)C1=CC=CC=C1)(=O)[O-]